Tert-butyl-4-(4-(4-chloro-2,3-difluorophenyl)piperazin-1-yl)-3,3-difluoropiperidine-1-carboxylate C(C)(C)(C)OC(=O)N1CC(C(CC1)N1CCN(CC1)C1=C(C(=C(C=C1)Cl)F)F)(F)F